4-[3-pyrimidin-4-yl-1-(2-trimethylsilylethoxymethyl)pyrrolo[2,3-b]Pyridin-4-yl]-1,4-diazacycloheptane-1-carboxylic acid tert-butyl ester C(C)(C)(C)OC(=O)N1CCN(CCC1)C1=C2C(=NC=C1)N(C=C2C2=NC=NC=C2)COCC[Si](C)(C)C